NC1=C2C(=NC=N1)N(N=C2C2=CC=C(C=C2)OC2=CC=CC=C2)C2CCN(CC2)CC2=CC(=C(C=C2)C2C(NC(CC2)=O)=O)F 3-(4-((4-(4-amino-3-(4-phenoxyphenyl)-1H-pyrazolo[3,4-d]pyrimidin-1-yl)piperidin-1-yl)methyl)-2-fluorophenyl)piperidine-2,6-dione